FC1=C2C(NC(=NC2=CC(=C1F)N[C@@H]1CC[C@@H](CC1)N1CCN(CC1)C)CSC1CCOCC1)=O 5,6-Difluoro-7-(((cis)-4-(4-methylpiperazin-1-yl)cyclohexyl)amino)-2-(((tetrahydro-2H-pyran-4-yl)thio)methyl)quinazolin-4(3H)-one